BrC=1C=C2C(NC(=NC2=C(C1C1=CC=C(C=2SC(=C(C21)C#N)NC(OC(C)(C)C)=O)F)F)SC)=O Tert-butyl (4-(6-bromo-8-fluoro-2-(methylthio)-4-oxo-3,4-dihydroquinazolin-7-yl)-3-cyano-7-fluorobenzo[b]thiophen-2-yl)carbamate